C(N)(=N)C=1C=C2C=CNC2=CC1 5-amidinoindole